COC1=CN=CC(=N1)[C@H]1NOCC1 (3S)-3-(6-methoxypyrazin-2-yl)isoxazolidine